2-((3R)-3,5-dimethylmorpholino)-N-(2-(trifluoromethyl)benzyl)pyrido[2,3-d]pyrimidin C[C@@H]1COCC(N1C1N=CC2=C(N1CC1=C(C=CC=C1)C(F)(F)F)N=CC=C2)C